CC1=CC=C(S1)N1C(CNCC1)=O 1-(5-methylthiophen-2-yl)piperazin-2-one